2,3,4,9-tetrahydro-1H-carbazole-1-amine C1(CCCC=2C3=CC=CC=C3NC12)N